phenol dicyclohexylamine salt C1(CCCCC1)NC1CCCCC1.C1(=CC=CC=C1)O